CNC(C1=C(C=CC=C1)SSC1=C(C(=O)NC)C=CC=C1)=O 2,2'-Dithiobis-[N-methylbenzamid]